{2-Fluoro-5-[6-(3-hydroxy-8-aza-bicyclo[3.2.1]oct-8-yl)-2-methyl-pyridin-3-yl]-benzyloxy}-1,1a,6,6a-tetrahydro-cyclopropa[a]indene-1-carboxylic acid ethyl ester C(C)OC(=O)C1(C2C1CC=1C=CC=CC21)OCC2=C(C=CC(=C2)C=2C(=NC(=CC2)N2C1CC(CC2CC1)O)C)F